2-[(3,7-dimethyl-6-octen-1-yl)oxy]-acetaldehyde CC(CCOCC=O)CCC=C(C)C